BrC=1C=C(CNS(=O)(=O)CC(=O)O)C=CC1 2-(N-(3-bromobenzyl)sulfamoyl)acetic acid